2,3-diisopropyl-2-cyano-succinate C(C)(C)C(C(=O)[O-])(C(C(=O)[O-])C(C)C)C#N